CC(O)C1(CN(C1)C=1C2=C(N=C(N1)Cl)C(=C(N=C2)Cl)F)CCl methyl-(3-(chloromethyl)-1-(2,7-dichloro-8-fluoropyrido[4,3-d]pyrimidin-4-yl)azetidin-3-yl)methanol